O1CCN(CC1)CC1=C2C(=CN(C2=CC=C1)C=1SC=C(N1)C(=O)O)CC1=CC=C(C=C1)S(N)(=O)=O 2-(4-(morpholinomethyl)-3-(4-sulfamoylbenzyl)-1H-indol-1-yl)thiazole-4-carboxylic acid